NCC1=NC=C(C=O)C=C1OC1CC1 6-(AMINOMETHYL)-5-CYCLOPROPOXYNICOTINALDEHYDE